C(C)C=1C(=CC=C2C=C(C=C(C12)C1=C(C=2N=C(N=C(C2C=N1)N1C[C@](CCC1)(C)O)OCC1(CC1)C=O)F)OCOC)F 1-[[7-[8-ethyl-7-fluoro-3-(methoxymethoxy)-1-naphthyl]-8-fluoro-4-[(3R)-3-hydroxy-3-methyl-1-piperidyl]pyrido[4,3-d]pyrimidin-2-yl]oxymethyl]cyclopropanecarbaldehyde